BrC1=CC(=C(C(=C1C#N)F)F)OC 6-Bromo-2,3-difluoro-4-methoxybenzonitrile